C1CN(CCN1CCCN2C(=O)N3C=CC=CC3=N2)C4=CC(=CC=C4)Cl.Cl The molecule is a hydrochloride salt prepared from equimolar amounts of trazodone and hydrogen chloride. It has a role as a serotonin uptake inhibitor, a H1-receptor antagonist, an adrenergic antagonist, a sedative and an antidepressant. It contains a trazodone.